5-(((1S,2S)-2-aminocyclohexyl)oxy)isobenzofuran-1(3H)-one N[C@@H]1[C@H](CCCC1)OC=1C=C2COC(C2=CC1)=O